C(CCCCCCCCCCC)OC(CCCCC[N+](CCCC)(C)C)=O 4-((6-(Dodecyloxy)-6-oxohexyl)dimethylammonio)butane